1-(((S)-10-hydroxy-7-((R)-4,4,4-trifluoro-2-methylbutyryl)-7-azaspiro[4.5]Decan-10-yl)methyl)-4-phenyl-5-(piperazine-1-carbonyl)pyridin-2(1H)-one O[C@]1(CCN(CC12CCCC2)C([C@@H](CC(F)(F)F)C)=O)CN2C(C=C(C(=C2)C(=O)N2CCNCC2)C2=CC=CC=C2)=O